tert-butyl 5-(3-hydroxyprop-1-yn-1-yl)pyrimidine-2-carboxylate OCC#CC=1C=NC(=NC1)C(=O)OC(C)(C)C